CN1[C@@H](COCC1)C(=O)O (3S)-4-methylmorpholine-3-carboxylic acid